1-[(4S)-8-chlorochroman-4-yl]-3-[1-[4-[(1S)-2,2,2-trifluoro-1-hydroxy-ethyl]phenyl]pyrazol-3-yl]urea ClC=1C=CC=C2[C@H](CCOC12)NC(=O)NC1=NN(C=C1)C1=CC=C(C=C1)[C@@H](C(F)(F)F)O